6-fluoro-N-(4-(4-methylpiperazin-1-yl)-2-(piperidin-1-yl)phenyl)pyridineamide FC1=CC=CC(=N1)C(=O)NC1=C(C=C(C=C1)N1CCN(CC1)C)N1CCCCC1